(R)-3-((1-methyl-1H-pyrazol-4-yl)amino)-5-(3-(piperidine-4-carboxamido)piperidin-1-yl)pyrazine-2-carboxamide CN1N=CC(=C1)NC=1C(=NC=C(N1)N1C[C@@H](CCC1)NC(=O)C1CCNCC1)C(=O)N